C12(CCC(C1)C2)NC(C(CCCC)NS(=O)(=O)C2=C(C=C(C(=C2)OC)Br)Br)=O N-(bicyclo[2.1.1]hexan-1-yl)-2-((2,4-dibromo-5-methoxyphenyl)sulfonamido)hexanamide